BrC1=CC=C2N=C(C(NC2=C1C)=O)OC 7-bromo-3-methoxy-8-methyl-1H-quinoxalin-2-one